(6R)-17-amino-6-hydroxy-6,15-bis(trifluoromethyl)-12-[[2-(trifluoromethyl)phenyl]methyl]-19-oxa-3,4,12,18-tetrazatricyclo[12.3.1.12,5]nonadeca-1(18),2,4,14,16-pentaen-13-one NC1=CC(=C2C(N(CCCCC[C@@](C3=NN=C(C1=N2)O3)(C(F)(F)F)O)CC3=C(C=CC=C3)C(F)(F)F)=O)C(F)(F)F